FC=1C=NC=CC1N1CCC(CC1)NC=1C2=CC(=C(C=C2N=C2CCCCC12)COCCN1CCCC1)OC N-[1-(3-fluoropyridin-4-yl)piperidin-4-yl]-7-methoxy-6-{[2-(pyrrolidin-1-yl)ethoxy]methyl}-1,2,3,4-tetrahydroacridin-9-amine